2-hydroxyGlycin OC(N)C(=O)O